N-[4-[2-[[4-(Dimethylamino)cyclohexyl]amino]-8-isopropyl-7-oxo-pteridin-6-yl]-2,6-difluoro-phenyl]-1-[1-(trifluoromethyl)cyclopropyl]methanesulfonamide CN(C1CCC(CC1)NC1=NC=2N(C(C(=NC2C=N1)C1=CC(=C(C(=C1)F)NS(=O)(=O)CC1(CC1)C(F)(F)F)F)=O)C(C)C)C